C(#N)C(CNC=1C(=CC=C2C=CC(=CC12)C1=NC(=NC=C1)C(=O)N[C@H]1CN(CCC1)CCOC)OC)=C 4-[8-(2-cyanoallylamino)-7-methoxy-2-naphthyl]-N-[(3R)-1-(2-methoxyethyl)-3-piperidyl]pyrimidine-2-carboxamide